ClC1=C(C(=C(C=2C=NC(=NC12)NC1=CC=C2CCN(CC2=C1)C(C)C)N)F)C1=C(C2=C(OCCN2)N=C1)C 8-chloro-6-fluoro-7-(8-methyl-2,3-dihydro-1H-pyrido[2,3-b][1,4]oxazin-7-yl)-N~2~-[2-(propan-2-yl)-1,2,3,4-tetrahydroisoquinolin-7-yl]quinazoline-2,5-diamine